L-3-butenylamine hydrochloride Cl.C(CC=C)N